CC1=C2C(=NC=C1C1=CC=CC=C1)NC(=N2)C2N(CCC2)C#N (7-Methyl-6-phenyl-3H-imidazo[4,5-b]pyridin-2-yl)pyrrolidine-1-carbonitrile